3,4-diisopropyl-phenol C(C)(C)C=1C=C(C=CC1C(C)C)O